ClC=1C(=CC=C2N=CC(=NC12)C=1C=NN(C1)CC1C2CN(C(C1)C2)CC(=O)N)OC=2C=CC1=C(NC(=N1)C)C2 2-(5-((4-(8-Chloro-7-((2-methyl-1H-benzo[d]imidazol-6-yl)oxy)quinoxalin-2-yl)-1H-pyrazol-1-yl)methyl)-2-azabicyclo[2.2.1]heptan-2-yl)acetamide